(1S,2R,3S,4R)-4-(6-(benzylamino)-2-(5-methoxypyridin-3-yl)-9H-purin-9-yl)-2,3-dihydroxyl-N-methylcyclopentaneformamide C(C1=CC=CC=C1)NC1=C2N=CN(C2=NC(=N1)C=1C=NC=C(C1)OC)[C@H]1[C@@H]([C@@H]([C@H](C1)C(=O)NC)O)O